(cyclopropanecarboxamido)-4-((3-((difluoromethyl)sulfonyl)-pyridin-2-yl)amino)-N-(methyl-d3)pyridazine-3-carboxamide C1(CC1)C(=O)NC=1C(=C(N=NC1)C(=O)NC([2H])([2H])[2H])NC1=NC=CC=C1S(=O)(=O)C(F)F